butyl-4-acetyl-5-(3-chloro-5-(4,4,5,5-tetramethyl-1,3,2-dioxaborolan-2-yl)phenyl)-2-methylpiperazine-1-carboxylate C(CCC)OC(=O)N1C(CN(C(C1)C1=CC(=CC(=C1)B1OC(C(O1)(C)C)(C)C)Cl)C(C)=O)C